CC=1N(N=C2C(=NN=C(C21)C)N2CCC(CC2)C(=O)N2C[C@@H](CC2)CN(C)C)C2=CC=C(C=C2)C (S)-(1-(3,4-dimethyl-2-(p-tolyl)-2H-pyrazolo[3,4-d]pyridazin-7-yl)piperidin-4-yl)(3-((dimethylamino)methyl)pyrrolidin-1-yl)methanone